[1-[[4-[[2-(trifluoromethyl)-1,3-dioxolan-2-yl]methoxy]phenyl]methyl]-1H-pyrazol-4-yl]methyl cyclopentanecarboxylate C1(CCCC1)C(=O)OCC=1C=NN(C1)CC1=CC=C(C=C1)OCC1(OCCO1)C(F)(F)F